hydroxy-citronellal OC\C(\C)=C/CCC(C)CC=O